5-chloro-N-[(2,4-dimethoxyphenyl)methyl]-2,4-difluoro-N-thiazol-2-yl-benzenesulfonamide ClC=1C(=CC(=C(C1)S(=O)(=O)N(C=1SC=CN1)CC1=C(C=C(C=C1)OC)OC)F)F